CNC=1C=2N(N=CC1)C(=CN2)C(=O)N 8-(methylamino)imidazo[1,2-b]Pyridazine-3-carboxamide